5-{1-hydroxy-2-[2-(1-oxo-1,3-dihydro-2-benzofuran-5-yl)-7,8-dihydropyrido[4,3-d]pyrimidin-6(5H)-yl]ethyl}-4-methyl-2-benzofuran-1(3H)-one OC(CN1CC2=C(N=C(N=C2)C2=CC3=C(C(OC3)=O)C=C2)CC1)C1=C(C2=C(C(OC2)=O)C=C1)C